mono-zinc methacrylate C(C(=C)C)(=O)[O-].[Zn+2].C(C(=C)C)(=O)[O-]